NC1=C2C(=NC=N1)N(N=C2C2=CC=C(C=C2)CNC(C2=C(C=CC(=C2)F)OC)=O)C(CN(C(=O)N2N=CN=C2)C)C N-(2-(4-amino-3-(4-((5-fluoro-2-methoxybenzamido)methyl)phenyl)-1H-pyrazolo[3,4-d]pyrimidin-1-yl)propyl)-N-methyl-1H-1,2,4-triazole-1-carboxamide